3,4-dihydro-2-benzopyran-1-one C1(OCCC2=C1C=CC=C2)=O